C(=O)NC1=C(C(=NC=C1)C(=O)N[C@H](C(=O)OC(C(C1=CC=C(C=C1)F)OC1=CC=C(C=C1)F)C)C)O [2-(4-fluorophenoxy)-2-(4-fluorophenyl)-1-methyl-ethyl] (2S)-2-[(4-formamido-3-hydroxy-pyridine-2-carbonyl)amino]propanoate